1-(2-fluoroethyl)-5-iodo-imidazole FCCN1C=NC=C1I